NC1=C(C=2C(=C(N=C(C2)C)C#N)N1C1=C(C(=CC(=C1C)OC)F)C)C(=O)N 2-amino-7-cyano-1-(3-fluoro-5-methoxy-2,6-dimethylphenyl)-5-methyl-1H-pyrrolo[2,3-c]pyridine-3-carboxamide